N-(5-CHLORO-6-(DIMETHYLCARBAMOYL)PYRIDIN-3-YL)-4-CYCLOPROPYL-3-PHENYLISOTHIAZOLE-5-CARBOXAMIDE ClC=1C=C(C=NC1C(N(C)C)=O)NC(=O)C1=C(C(=NS1)C1=CC=CC=C1)C1CC1